NC1=NC=NN2C1=C(C=C2C2CCN(CC2)C(C(C)C)=O)C2=CC=C(C=C2)C2(C(N(C(=C(C2)C(=O)N)C)C2=CC=CC=C2)=O)C(=O)N 3-(4-(4-amino-7-(1-isobutyrylpiperidin-4-yl)pyrrolo[2,1-f][1,2,4]triazin-5-yl)phenyl)-6-methyl-2-oxo-1-phenyl-1,2-dihydropyridine-3,5-dicarboxamide